1-(((6-bromoquinolin-7-yl)methyl)amino)-2-methylpropan-2-ol BrC=1C=C2C=CC=NC2=CC1CNCC(C)(O)C